NC1(CCC(CC1)OC)C(=O)[O-].[Na+] sodium (1s,4s)-1-amino-4-methoxycyclohexanoate